5-((2R,4S)-4-(4-(4,4-difluorocyclohexyl)-6,7-dimethylpteridin-2-yl)tetrahydro-2H-pyran-2-yl)-1-methylpyridin-2(1H)-one FC1(CCC(CC1)C1=NC(=NC2=NC(=C(N=C12)C)C)[C@@H]1C[C@@H](OCC1)C=1C=CC(N(C1)C)=O)F